N[C@H](C(=O)O)CC1=CC(=CC=C1)OCC(=O)O (S)-2-amino-3-(3-(carboxymethoxy)phenyl)propanoic acid